ClC=1N=C(C2=C(N1)C(=C(N=C2)Cl)F)C=2C(=NN1C2CNCCC1)C(=O)N(C)C (2,7-dichloro-8-fluoropyrido[4,3-d]pyrimidin-4-yl)-N,N-dimethyl-5,6,7,8-tetrahydro-4H-pyrazolo[1,5-a][1,4]diazepine-2-carboxamide